ClC1=CC=C(C=C1)C=1N=C2N(C=CC=C2)C1CN1CC2COCC(C1)N2C(=O)C2CCCC2 (7-{[2-(4-Chlorophenyl)imidazo[1,2-a]pyridin-3-yl]methyl}-3-oxa-7,9-diazabicyclo[3.3.1]non-9-yl)(cyclopentyl)methanon